FC(OC1=NC=C(C(=C1)C(C(=O)N1C[C@]2(CC1)NC1=NC(=C(C=C1CC2)C2=NC=CC=N2)C)C)F)F 2-[2-(difluoromethoxy)-5-fluoropyridin-4-yl]-1-[(2S)-7-methyl-6-(pyrimidin-2-yl)-3,4-dihydro-1H-spiro[1,8-naphthyridine-2,3'-pyrrolidin]-1'-yl]propan-1-one